2-fluoro-N-methyl-5-(6-(((3aR,5s,6aS)-2-((tetrahydro-2H-pyran-4-yl)methyl-d2)octahydrocyclopenta[c]pyrrol-5-yl)amino)pyridazin-3-yl)benzamide FC1=C(C(=O)NC)C=C(C=C1)C=1N=NC(=CC1)NC1C[C@@H]2[C@@H](CN(C2)C([2H])([2H])C2CCOCC2)C1